C1OC2C=C3CC[C@H]4[C@@H]5CC[C@H]([C@@H](CCC(C(C)C)C#N)C)[C@]5(CC[C@@H]4[C@]3(CC2OC1)C)C 3-ethylenedioxy-4-cholesten-24-carbonitrile